C1(CC1)NC(C([C@H](C[C@H]1C(NCC1)=O)NC([C@H](CC1=CC=CC=C1)NC(OC(C(F)(F)C1=CC(=CC=C1)Cl)C1=CC=CC=C1)=O)=O)=O)=O 2-(3-chlorophenyl)-2,2-difluoro-1-phenylethyl ((S)-1-(((S)-4-(cyclopropylamino)-3,4-dioxo-1-((S)-2-oxopyrrolidin-3-yl)butan-2-yl)amino)-1-oxo-3-phenylpropan-2-yl)carbamate